[Li+].C(C)C(C(=O)[O-])C(=O)[O-].[Li+] 2-ethylpropanedioic acid lithium salt